7-cyano-1-(4-fluorophenyl)-N-((S)-quinuclidin-3-yl)-3,4-dihydroisoquinoline-2(1H)-carboxamide C(#N)C1=CC=C2CCN(C(C2=C1)C1=CC=C(C=C1)F)C(=O)N[C@@H]1CN2CCC1CC2